C1(C(C=C1)CO)CO 3-cyclobutene-1,2-dimethanol